tert-butyl (S)-6-acetoxy-7-(4-fluorobenzyl)-2-methyl-2,3-dihydro-1H-pyrido[2,3-b][1,4]oxazine-1-carboxylate C(C)(=O)OC=1C(=CC2=C(OC[C@@H](N2C(=O)OC(C)(C)C)C)N1)CC1=CC=C(C=C1)F